aluminum bis(p-tert-butylbenzoic acid) C(C)(C)(C)C1=CC=C(C(=O)O)C=C1.C(C)(C)(C)C1=CC=C(C(=O)O)C=C1.[Al]